ClC(OC1=CC=C(C=C1)NC(=O)C1=CN(C(C=C1)=O)C=1C=NC=C(C1)C(F)(F)F)(F)F N-[4-[Chloro(difluoro)methoxy]phenyl]-6-oxo-1-[5-(trifluoromethyl)-3-pyridyl]pyridine-3-carboxamide